C(C)(C)N1C(=NC(=C1)C(F)(F)F)C1=C(C=C(C=C1)CO)C (4-(1-isopropyl-4-(trifluoromethyl)-1H-imidazol-2-yl)-3-methylphenyl)methanol